(2R,3R)-4-((2-(9H-carbazol-9-yl)ethyl)amino)-2,3-dihydroxy-4-oxobutanoic acid C1=CC=CC=2C3=CC=CC=C3N(C12)CCNC([C@@H]([C@H](C(=O)O)O)O)=O